COC1=CC=C(C=N1)C(C(=O)O)=C 2-(6-methoxypyridin-3-yl)acrylic acid